2-methyl-propenol CC(=CO)C